CC1(CC=2C(=CN=CC2)N1C(=O)OC(C)(C)C)C tert-butyl 2,2-dimethyl-2,3-dihydro-1H-pyrrolo[2,3-c]pyridine-1-carboxylate